N1(C(CCCNCCCC1)[NH3+])[NH3+] 1,6-diazecanediaminium